S1SCCCC1 Thithian